(1-oxo-5-(((cis)-2-(3-(3-(trifluoromethyl)phenyl)azetidin-1-yl)cyclohexyl)oxy)isoindolin-2-yl)piperidine-2,6-dione O=C1N(CC2=CC(=CC=C12)O[C@H]1[C@H](CCCC1)N1CC(C1)C1=CC(=CC=C1)C(F)(F)F)N1C(CCCC1=O)=O